C(=O)(O)C(C#N)=C Carboxyl-Acrylnitril